(R)-N-(1-(3-amino-5-(trifluoromethyl)phenyl)ethyl)-2-methyl-6-(1,2,3,6-tetrahydropyridin-4-yl)-8,9-dihydro-7H-cyclopenta[H]quinazolin-4-amine hydrochloride Cl.NC=1C=C(C=C(C1)C(F)(F)F)[C@@H](C)NC1=NC(=NC2=C3C(=C(C=C12)C=1CCNCC1)CCC3)C